C(C1=CC=CC=C1)OC(=O)N1[C@H](CN(CC1)C=1C2=C(N=C(N1)SC)CC1(OC2)CC2=CC=CC=C2C1)CC#N.[Pd]=O Palladium oxid benzyl-(S)-2-(cyanomethyl)-4-(2'-(methylthio)-1,3,5',8'-tetrahydrospiro[indene-2,7'-pyrano[4,3-d]pyrimidin]-4'-yl)piperazine-1-carboxylate